ClC1=CC=C2C(=C(N(C2=C1C=1C(=NN(C1C)C)CO)C)C(=O)OCC)CCCOC1=CC(=CC2=CC(=CC=C12)F)SCC1=CC=C(C=C1)OC Ethyl 6-chloro-3-(3-((6-fluoro-3-((4-methoxybenzyl) thio) naphthalen-1-yl) oxy) propyl)-7-(3-(hydroxymethyl)-1,5-dimethyl-1H-pyrazol-4-yl)-1-methyl-1H-indole-2-carboxylate